4-[4-cyano-2-(methylsulfonyl)phenyl]-3,6-dimethyl-2-oxo-1-[3-(trifluoromethyl)phenyl]-1,2,3,4-tetrahydropyrimidine-5-carbonitrile C(#N)C1=CC(=C(C=C1)C1N(C(N(C(=C1C#N)C)C1=CC(=CC=C1)C(F)(F)F)=O)C)S(=O)(=O)C